C(C)(C)(C)OC(=O)N1CCC(=CC1)C1=C(C(=CC=C1)F)NC(=O)N1CCC(CC1)C1=CC=C(C=C1)C 4-(3-fluoro-2-{[4-(4-methylphenyl)piperidine-1-carbonyl]amino}phenyl)-3,6-dihydropyridine-1(2H)-carboxylic acid tert-butyl ester